15-chloro-21,23-difluoro-16-hydroxy-12,18,18-trioxo-8,11-dioxa-18lambda6-thia-19-azatetracyclo[18.3.1.113,17.02,7]pentacosa-1(24),2,4,6,13,15,17(25),20,22-nonaene-4-carbonitrile ClC=1C=C2C(OCCOC3=CC=C(C=C3C=3C(=CC(=C(NS(C(C1O)=C2)(=O)=O)C3)F)F)C#N)=O